Trimethylolpropane laurate C(CCCCCCCCCCC)(=O)O.C(O)C(CC)(CO)CO